1-(7-bromo-2-chloro-8-fluoroquinazolin-4-yl)-3-Methylpiperidine BrC1=CC=C2C(=NC(=NC2=C1F)Cl)N1CC(CCC1)C